isopropyl ((S)-ethoxy(perfluorophenoxy)phosphoryl)-L-alaninate C(C)O[P@](=O)(OC1=C(C(=C(C(=C1F)F)F)F)F)N[C@@H](C)C(=O)OC(C)C